C(C)(=O)N[C@@H]1[C@H]([C@H]([C@@H](N(C1)C(CCCCC(=O)OCC1=CC=CC=C1)=O)CO)O)O benzyl 6-[(2s,3s,4r,5s)-5-acetamido-3,4-dihydroxy-2-(hydroxymethyl)-1-piperidinyl]-6-oxo-hexanoate